C1=C2C3=CC=4N=COC4C=C3CCC2=CC=C1 5,6-dihydrophenanthro[3,2-d]oxazole